N'-hydroxy-5-((1-methoxycyclopropyl)methyl)-6-methylpyridinecarboxamidine ON=C(N)C1=NC(=C(C=C1)CC1(CC1)OC)C